ClC=1C=CC(=C(C1)NS(=O)(=O)CC)[N+](=O)[O-] N-(5-chloro-2-nitrophenyl)ethanesulfonamide